tert-butyl N-[3-methyl-5-[[2-[(2R,5S)-5-methyl-2-(4-piperidyl)-1-piperidyl]-2-oxo-acetyl]amino]-2-pyridyl]carbamate CC=1C(=NC=C(C1)NC(C(=O)N1[C@H](CC[C@@H](C1)C)C1CCNCC1)=O)NC(OC(C)(C)C)=O